C(#N)C1(CC1)NS(=O)(=O)C=1C=C(C=2N(C1)C(=NC2)C=2SC(=NN2)C(F)F)N2CCC(CC2)CO N-(1-cyanocyclopropyl)-3-(5-(difluoromethyl)-1,3,4-thiadiazol-2-yl)-8-(4-(hydroxymethyl)-1-piperidyl)imidazo[1,5-a]pyridine-6-sulfonamide